2-((4-phenoxybutyryl)glycyl)-2-azabicyclo[3.1.0]hexane-3-carboxamide O(C1=CC=CC=C1)CCCC(=O)NCC(=O)N1C2CC2CC1C(=O)N